C(C=C)(=O)[O-].C(C=C)(=O)[O-].C(C=C)(=O)[O-].[O-]CCC.C(O)C(CC)(CO)CO trimethylolpropane propoxide triacrylate